C(CC)(=O)O.BrC=1N=C(SC1)C[C@@H](C(=O)N1N[C@@H](CCC1)C(=O)O)NC(=O)[C@@H]1[C@H](C1)C (S)-1-((S)-3-(4-bromothiazol-2-yl)-2-((1S,2S)-2-methylcyclopropane-1-carboxamido)propanoyl)hexahydropyridazine-3-carboxylic acid Propanoate